5-(6-methyl-5-(1-(4-methylbenzyl)-1H-pyrrol-3-yl)pyridazin-3-yl)pyrimidine-2,4(1H,3H)-dione CC1=C(C=C(N=N1)C=1C(NC(NC1)=O)=O)C1=CN(C=C1)CC1=CC=C(C=C1)C